P(=O)(OCCCCCCCCCCCC)(OCCCCCCCCCCCC)OC1=CC=C(C=C1)C di(dodecyl) p-tolyl phosphate